Ethylsorbat C(C)OC(\C=C\C=C\C)=O